N-[7-(2,5-Dihydrofuran-3-yl)-4-methoxy-[1,3]thiazolo[4,5-c]pyridin-2-yl]-1H-imidazol-4-carboxamid O1CC(=CC1)C=1C2=C(C(=NC1)OC)N=C(S2)NC(=O)C=2N=CNC2